ClC=1C(=C2C(=CN1)N(N=C2C=2C=NN(C2)C)C(=O)OC(C)(C)C)F tert-Butyl 5-chloro-4-fluoro-3-(1-methyl-1H-pyrazol-4-yl)-1H-pyrazolo[3,4-c]pyridine-1-carboxylate